Cl.ClC=1C2=CN(N=C2C(=C(C1)C1=CC=C(C=C1)N1CCNCC1)Cl)[C@@H](C(=O)NC=1SC=CN1)C1=C2N(C=N1)CCC2 |r| (2RS)-2-[4,7-Dichloro-6-(4-piperazin-1-ylphenyl)indazol-2-yl]-2-(6,7-dihydro-5H-pyrrolo[1,2-c]imidazol-1-yl)-N-thiazol-2-yl-acetamide hydrochloride salt